IC(C(=O)O)C1=CC=CC=C1 α-iodophenylacetic acid